3-(2-chloropyrimidin-4-yl)naphthalen-2-ol ClC1=NC=CC(=N1)C=1C(=CC2=CC=CC=C2C1)O